IC=1C=C2CC(CC2=CC1)N 5-iodo-2,3-dihydro-1H-inden-2-amine